4-((6-amino-2-butoxy-8-hydroxy-9H-purin-9-yl)methyl)-N-(2-(2-aminoethoxy)ethyl)benzamide NC1=C2N=C(N(C2=NC(=N1)OCCCC)CC1=CC=C(C(=O)NCCOCCN)C=C1)O